((1R,4R)-4-formylcyclohexyl)carbamic acid tert-butyl ester C(C)(C)(C)OC(NC1CCC(CC1)C=O)=O